FC(C1=NN=C(O1)C=1C=NC(=NC1)NC1(CCC1)C1=CC(=CC=C1)F)F 5-(5-(difluoromethyl)-1,3,4-oxadiazol-2-yl)-N-(1-(3-fluorophenyl)cyclobutyl)pyrimidin-2-amine